[O-2].[Ti+4].[Sb+3].[Mn+2] Manganese-antimony-titanium oxide